6-[4-[[4-(5-Ethoxypyridin-3-yl)naphthalen-1-yl]methyl]piperazin-1-yl]-N-[4-(2-phenylsulfanylethylamino)-3-(trifluoromethyl)phenyl]sulfonylpyridazine-3-carboxamide C(C)OC=1C=C(C=NC1)C1=CC=C(C2=CC=CC=C12)CN1CCN(CC1)C1=CC=C(N=N1)C(=O)NS(=O)(=O)C1=CC(=C(C=C1)NCCSC1=CC=CC=C1)C(F)(F)F